N-((R)-1-(3,5-bis(1-methyl-1H-pyrazol-4-yl)phenyl)ethyl)-5-(((S)-1-ethylpyrrolidin-2-yl)methoxy)-2-methylbenzamide CN1N=CC(=C1)C=1C=C(C=C(C1)C=1C=NN(C1)C)[C@@H](C)NC(C1=C(C=CC(=C1)OC[C@H]1N(CCC1)CC)C)=O